2-chloro-6-fluoropyridine-3-sulfonamide ClC1=NC(=CC=C1S(=O)(=O)N)F